bis(2,4,6-trimethylbenzoyl)-phenylphosphinophenylphosphine oxide CC1=C(C(=O)C=2C(=C(C=CC2)P(PC2=CC=CC=C2)=O)C(C2=C(C=C(C=C2C)C)C)=O)C(=CC(=C1)C)C